2-[[6-(diethoxymethyl)-4-(2-methylprop-1-enyl)pyrrolo[3,2-d]pyrimidin-5-yl]methoxy]ethyl-trimethylsilane C(C)OC(C1=CC=2N=CN=C(C2N1COCC[Si](C)(C)C)C=C(C)C)OCC